(7S)-4,5,7,8-tetramethyl-2-(((1-(2,4,6-trifluorobenzyl)-1H-pyrazol-4-yl)methyl)amino)-7,8-dihydropteridin-6(5H)-one CC1=NC(=NC=2N([C@H](C(N(C12)C)=O)C)C)NCC=1C=NN(C1)CC1=C(C=C(C=C1F)F)F